5-(tert-Butyl)isobenzofuran-1,3-dione C(C)(C)(C)C=1C=C2C(OC(C2=CC1)=O)=O